(R)-1-(1-(4-methoxycyclohexyl)ethyl)-2-methyl-N-((6-methyl-4-(methylthio)-2-oxo-1,2-dihydropyridin-3-yl)methyl)-5-(methylamino)-1H-indole-3-carboxamide COC1CCC(CC1)[C@@H](C)N1C(=C(C2=CC(=CC=C12)NC)C(=O)NCC=1C(NC(=CC1SC)C)=O)C